FC1=C(C2=C(N(C=N2)C=2NC(C=C3C=CC=CC23)(C)C)C=C1)C 1-(5-fluoro-4-methyl-benzoimidazol-1-yl)-3,3-dimethyl-isoquinoline